(1R,3S)-3-(1-(tert-butyl)-5-(pyridazin-3-ylamino)-1H-pyrazol-3-yl)cyclopentyl (4-nitrophenyl) carbonate C(O[C@H]1C[C@H](CC1)C1=NN(C(=C1)NC=1N=NC=CC1)C(C)(C)C)(OC1=CC=C(C=C1)[N+](=O)[O-])=O